N1CC(C1)C=1C=C2C(=NC=NC2=CC1O[C@@H]1COCC1)NC1=C(C(=C(C=C1)Cl)Cl)F (S)-6-(azetidin-3-yl)-N-(3,4-dichloro-2-fluorophenyl)-7-((tetrahydrofuran-3-yl)oxy)quinazolin-4-amine